C(C)(C)(C)C1=NOC(=N1)C(=O)N[C@H]1CCCC2=CC(=CC=C12)C1=C2C(=NC=C1)NC(=N2)C=2C(=NN(C2C)C)C 3-tert-butyl-N-[(1S)-6-[2-(1,3,5-trimethyl-1H-pyrazol-4-yl)-3H-imidazo[4,5-b]pyridin-7-yl]-1,2,3,4-tetrahydronaphthalen-1-yl]-1,2,4-oxadiazole-5-carboxamide